FC(S(=O)(=O)OC=1C2=C(N(C(C1)=O)C)SC(=N2)Br)(F)F 2-bromo-4-methyl-5-oxo-4,5-dihydrothiazolo[5,4-b]pyridin-7-yl trifluoromethanesulfonate